FC=1C=C(C=C(C1C=1N=C2N(C=CC(=C2)C)C1C[C@H]1CN(CCO1)C(=O)OC)F)C=1NC=C(N1)C(=O)O (S)-2-(3,5-difluoro-4-(3-((4-(methoxycarbonyl)morpholin-2-yl)methyl)-7-methylimidazo[1,2-a]pyridin-2-yl)phenyl)-1H-imidazole-4-carboxylic acid